2-allyl-6-(2-methoxy-4-pyridylamino)-1-[6-(1-methyl-4-piperidyloxy)-2-pyridyl]-1,2-dihydro-3H-1,2,5,7-tetraazainden-3-one C(C=C)N1N(C2=NC(=NC=C2C1=O)NC1=CC(=NC=C1)OC)C1=NC(=CC=C1)OC1CCN(CC1)C